p-chloropiperidine ClC1CCNCC1